tert-butyl (trans-3-hydroxypiperidin-4-yl)carbamate O[C@@H]1CNCC[C@H]1NC(OC(C)(C)C)=O